CS(=O)(=O)O.NC1(C(=CC=CC1)C1=CC=CC=C1)CCCCP(C12CC3CC(CC(C1)C3)C2)C23CC1CC(CC(C2)C1)C3.NC3(C(=CC=CC3)C3=CC=CC=C3)CCCCP(C31CC2CC(CC(C3)C2)C1)C12CC3CC(CC(C1)C3)C2 bis[(2-amino-1,1'-biphenyl-2-yl)butyl(di-1-adamantyl)phosphine] methanesulfonate